tert-butyl ((6-bromo-5-chloro-1-(phenyl sulfonyl)-1H-indol-2-yl)methyl)carbamate BrC1=C(C=C2C=C(N(C2=C1)S(=O)(=O)C1=CC=CC=C1)CNC(OC(C)(C)C)=O)Cl